(S)-8-(4-chloro-2-fluorophenyl)-2,3-dimethyl-6-(3-((1-methyl-1H-pyrazol-4-yl)oxy)pyrrolidin-1-yl)pyrimido[5,4-d]pyrimidin-4(3H)-one ClC1=CC(=C(C=C1)C1=NC(=NC2=C1N=C(N(C2=O)C)C)N2C[C@H](CC2)OC=2C=NN(C2)C)F